1-(3-(4-((3-chloro-2,4-difluorophenyl)amino)-7-methoxyquinazolin-6-yl)azetidin-1-yl)prop-2-en-1-one ClC=1C(=C(C=CC1F)NC1=NC=NC2=CC(=C(C=C12)C1CN(C1)C(C=C)=O)OC)F